(S)-3-(((6-(2-methyl-4-(3,4-dihydroquinolin-1(2H)-yl)phenyl)-1,2,3,4-tetrahydro-isoquinolin-1-yl)methyl)amino)isonicotinic acid CC1=C(C=CC(=C1)N1CCCC2=CC=CC=C12)C=1C=C2CCN[C@@H](C2=CC1)CNC1=C(C(=O)O)C=CN=C1